ClC1=C(C(=CC=C1)F)C1=NNC2=NC(=CN=C21)N2CCC1([C@@H](COC1)N)CC2 (4S)-8-(3-(2-Chloro-6-fluorophenyl)-1H-pyrazolo[3,4-b]-pyrazin-6-yl)-2-oxa-8-azaspiro[4.5]-decan-4-amine